N-(benzo[b]thiophen-2-yl)-1-(4-(dimethylamino)but-2-ynoyl)-3-methylazetidine-3-carboxamide S1C2=C(C=C1NC(=O)C1(CN(C1)C(C#CCN(C)C)=O)C)C=CC=C2